vinyldiethyl-(methoxyethoxy)silane C(=C)[Si](OCCOC)(CC)CC